FC1(CC1)CNC=1N=CC2=C(N1)NC=C2C2=CC=C1C(=N2)N(C(=N1)C)C(C)C N-((1-fluorocyclopropyl)methyl)-5-(3-isopropyl-2-methyl-3H-imidazo[4,5-b]pyridin-5-yl)-7H-pyrrolo[2,3-d]pyrimidin-2-amine